Cl.C(N)(=N)C(C(=O)N)C1=C(C=CC=C1Cl)Cl amidino-2-(2,6-dichlorophenyl)acetamide monohydrochloride